C12N(CC(NC1)CC2)C=2C1=C(N=C(N2)OC([2H])([2H])C23CCCN3CCC2)CN(CC1)C=1C=C(C=C(C1C(F)(F)F)Cl)O 3-(4-(2,5-Diazabicyclo[2.2.2]octan-2-yl)-2-((tetrahydro-1H-pyrrolizin-7a(5H)-yl)methoxy-d2)-5,8-dihydropyrido[3,4-d]pyrimidin-7(6H)-yl)-5-chloro-4-(trifluoromethyl)phenol